C1(CCCCC1)N(C(=O)COCC(COCC(N(C1CCCCC1)C1CCCCC1)=O)NC(=O)CCC(=O)OCCOC(C(=C)C)=O)C1CCCCC1 2-[(2-Methylprop-2-enoyl)oxy]ethyl 3-({1,3-bis[(dicyclohexylcarbamoyl)methoxy]propan-2-yl}carbamoyl)propanoate